2-amino-4-((tetrahydro-2H-pyran-4-yl)oxy)phenol NC1=C(C=CC(=C1)OC1CCOCC1)O